N-(5-Bromo-2-(3-(dimethylamino)propoxy)pyridin-3-yl)-3-chloro-5-(trifluoromethyl)benzenesulfonamide BrC=1C=C(C(=NC1)OCCCN(C)C)NS(=O)(=O)C1=CC(=CC(=C1)C(F)(F)F)Cl